C[C@@H]1N(CCC1)CC1=CC(=NC=C1)NC=1SC2=NC(=CC=C2N1)C1=CC=NC=C1 (S)-N-(4-((2-methylpyrrolidin-1-yl)methyl)pyridin-2-yl)-5-(pyridin-4-yl)thiazolo[5,4-b]pyridin-2-amine